[Si](C)(C)(C(C)(C)C)OC=1C=C(C(=CC1C)C1=C(C=C(C=C1)O[Si](C)(C)C(C)(C)C)C(C)(C)O)O 4,4'-bis((t-butyldimethylsilyl)oxy)-2'-(2-hydroxy-prop-2-yl)-5-methyl-[1,1'-biphenyl]-2-ol